FC=1C=C2C=C(C=NC2=CC1F)NC1=NC(=NC=C1F)NC1=CC(=C(C=C1)OC1CC(C1)N(C)C)OC 4-(6,7-difluoro-3-quinolylamino)-5-fluoro-2-{3-methoxy-4-[(1s,3s)-3-(dimethylamino)cyclobutoxy]phenylamino}pyrimidine